FC=1C=C(C=NC1OC)C1CCN(CC1)C(=O)C=1N=C(C2=C(N1)OC(=C2)C)NC2(CC2)C [4-(5-fluoro-6-methoxypyridin-3-yl)piperidine-1-carbonyl]-6-methyl-N-(1-methylcyclopropyl)furo[2,3-d]pyrimidin-4-amine